(2R,3S,4R,5R)-2-(6-benzamido-7-benzoyl-8-oxo-7,8-dihydro-9H-purin-9-yl)-5-((bis(4-methoxyphenyl)(phenyl)methoxy)methyl)-4-hydroxytetrahydrofuran-3-yl benzoate C(C1=CC=CC=C1)(=O)O[C@@H]1[C@@H](O[C@@H]([C@H]1O)COC(C1=CC=CC=C1)(C1=CC=C(C=C1)OC)C1=CC=C(C=C1)OC)N1C2=NC=NC(=C2N(C1=O)C(C1=CC=CC=C1)=O)NC(C1=CC=CC=C1)=O